ClC=1C=C(C=CC1)N1N=CC(=C1)C(C(=O)NC1=CC(=NN1C(=O)OC(C)(C)C)C1CCC1)C Tert-butyl 5-(2-(1-(3-chlorophenyl)-1H-pyrazol-4-yl) propanamido)-3-cyclobutyl-1H-pyrazole-1-carboxylate